COC(CN1C(C2=CC=C(C(=C2[C@@]2([C@H](C2)F)C1)F)N)=O)=O.C1=C(CCCCCCCCCCCCCCCCCC)O1 epoxy-alpha-eicosene methyl-2-[(2's,4r)-6-amino-2',5-difluoro-1-oxo-spiro[3H-isoquinoline-4,1'-cyclopropane]-2-yl]acetate